CC1=C(C=CC(=C1)C)C1CC=2C=NN(C(C2CC1)=O)C=1N=CN(C1)C 6-(2,4-dimethylphenyl)-2-(1-methyl-1H-imidazol-4-yl)-5,6,7,8-tetrahydrophthalazin-1(2H)-one